capryloyl-glutamic acid triethanolamine salt N(CCO)(CCO)CCO.C(CCCCCCC)(=O)N[C@@H](CCC(=O)O)C(=O)O